OC1(CCC(CC1)N1C2=NC(=NC=C2N(C1=O)C)NC=1C=C2C=CN=NC2=CC1C)C 9-((1s,4s)-4-hydroxy-4-methylcyclohexyl)-7-methyl-2-((7-methylcinnolin-6-yl)amino)-7,9-dihydro-8H-purin-8-one